C1(CCCCC1)C(C1=CC=CC(N1)=O)C1=NC=C(C=C1)C 6-(cyclohexyl-(5-methylpyridin-2-yl)methyl)pyridin-2(1H)-one